(S)-2-((3-(1-(4-chlorophenyl)-2-oxo-1,2-dihydro-3H-imidazo[4,5-b]pyridin-3-yl)pyrrolidin-1-yl)methyl)-1-methyl-1H-imidazole-5-carboxylic acid tert-butyl ester C(C)(C)(C)OC(=O)C1=CN=C(N1C)CN1C[C@H](CC1)N1C(N(C=2C1=NC=CC2)C2=CC=C(C=C2)Cl)=O